ClC1=C(C=O)C(=CC=C1Cl)O 2,3-dichloro-6-hydroxybenzaldehyde